heptadecenyloxycyclobutanol methyl-(S)-2-(5-bromo-3-chloro-6-oxopyridazin-1(6H)-yl)-4-methylpentanoate C[C@@](C(=O)OC1(CCC1)OC=CCCCCCCCCCCCCCCC)(CC(C)C)N1N=C(C=C(C1=O)Br)Cl